(R)-4-ethyl-3,4-dihydro-2H-benzo[b][1,4,5]oxathiazepine 1,1-dioxide C(C)[C@@H]1CNS(C2=C(O1)C=CC=C2)(=O)=O